(2-diphenylphosphanylphenyl)-diphenyl-phosphane C1(=CC=CC=C1)P(C1=C(C=CC=C1)P(C1=CC=CC=C1)C1=CC=CC=C1)C1=CC=CC=C1